BrC1=C(C(=O)NCC(=C)C)C(=CC=C1)OC(F)F 2-bromo-6-(difluoromethoxy)-N-(2-methylallyl)benzamide